5-(9-(azetidin-3-ylmethyl)-3,9-diazaspiro[5.5]undec-3-yl)-2-(2,6-dioxopiperidin-3-yl)isoindoline-1,3-dione N1CC(C1)CN1CCC2(CCN(CC2)C=2C=C3C(N(C(C3=CC2)=O)C2C(NC(CC2)=O)=O)=O)CC1